(E)-3-(3-(3,5-bis-(trifluoromethyl)-phenyl)-1H-1,2,4-triazol-1-yl)-2-(pyridin-3-yl)-acrylamide FC(C=1C=C(C=C(C1)C(F)(F)F)C1=NN(C=N1)/C=C(/C(=O)N)\C=1C=NC=CC1)(F)F